Hexanedinitrile C(CCCCC#N)#N